3-amino-5-[4-(trifluoromethoxy)benzene-1-sulfonyl]-N'-(3,3,3-trifluoro-2-methyl-2-{[tris(prop-2-yl)silyl]oxy}propanoyl)pyridine-2-carbohydrazide NC=1C(=NC=C(C1)S(=O)(=O)C1=CC=C(C=C1)OC(F)(F)F)C(=O)NNC(C(C(F)(F)F)(O[Si](C(C)C)(C(C)C)C(C)C)C)=O